BrC1=C2C(=C(N=C1)OC)N(C=C2)S(=O)(=O)C2=CC=C(C=C2)C 4-bromo-7-methoxy-1-(4-methylphenyl)sulfonylpyrrolo[2,3-c]pyridine